bis-(3-allyl-4-hydroxyphenyl) sulfone C(C=C)C=1C=C(C=CC1O)S(=O)(=O)C1=CC(=C(C=C1)O)CC=C